CN1C=C(C=C(C1=O)C)C=1N=C(SC1SC(C)C)N1N=C(C(=C1C(=O)O)C1=CC(=CC=C1)F)C 1-(4-(1,5-dimethyl-6-oxo-1,6-dihydropyridin-3-yl)-5-(isopropylthio)thiazol-2-yl)-4-(3-fluorophenyl)-3-methyl-1H-pyrazole-5-carboxylic acid